C(C)OC=1N(N=C2C=CC(=CC12)C(=O)NC=1N=NC(=CC1)C1C[C@@H](NCC1)C)C ethoxy-2-methyl-N-(6-((2S)-2-methylpiperidin-4-yl)pyridazin-3-yl)-2H-indazole-5-carboxamide